(7-(4-(4-(benzo[b]thiophen-4-yl)piperazin-1-yl)butoxy)quinolin-2-yloxy)methyl 1,4'-bipiperidine-1'-carboxylate N1(CCCCC1)C1CCN(CC1)C(=O)OCOC1=NC2=CC(=CC=C2C=C1)OCCCCN1CCN(CC1)C1=CC=CC=2SC=CC21